OCCOC[C@H](C(=O)OCC1=CC=CC=C1)C(C)C benzyl (2R)-2-[(2-hydroxyethoxy) methyl]-3-methylbutanoate